C(C)N1C[C@@H](CCC1)NC1=C2C(=C(N=N1)C1=C(C=C(C=C1)C(F)(F)F)O)SC=C2 |r| (rac)-2-[4-[(1-ethyl-3-piperidinyl)amino]thieno[2,3-d]pyridazin-7-yl]-5-(trifluoromethyl)phenol